CC(C(=O)OC)CC(CCC)C methyl 2,4-dimethyl-heptanoate